C(C(C)(C)C)(=O)OCI Iodomethyl pivalate